5-formylamino-1-(5-phospho-D-ribosyl)imidazole-4-carboxamide C(=O)NC1=C(N=CN1C1[C@H](O)[C@H](O)[C@H](O1)COP(=O)(O)O)C(=O)N